COC=1C=CC=2C3=C(NC2C1)C=CC=N3 7-methoxy-5H-pyrido[3,2-b]indole